(1s,4s)-4-(8-(Aminomethyl)-5-methyl-2-oxo-1,2-dihydroquinazolin-3(4H)-yl)-N-(3-methoxy-4-methylphenyl)cyclohexanecarboxamide NCC=1C=CC(=C2CN(C(NC12)=O)C1CCC(CC1)C(=O)NC1=CC(=C(C=C1)C)OC)C